Sodium gallium hydride [GaH3].[Na]